FC=1C(=CC(=NC1)OCC(F)(F)F)C1=NN(C=2C[C@@H](CCC12)C(=O)NC1(CCS(CC1)(=O)=O)C)C(C)C (R)-3-(5-fluoro-2-(2,2,2-trifluoroethoxy)pyridin-4-yl)-1-isopropyl-N-(4-methyl-1,1-dioxidotetrahydro-2H-thiopyran-4-yl)-4,5,6,7-tetrahydro-1H-indazole-6-carboxamide